9-((2-oxaspiro[3.3]heptane-6-yl)amino)heptadecane tert-butyl-4-[1-[3-[4-isopropyl-2-(6-methyl-7-oxo-1H-pyrrolo[2,3-c]pyridin-4-yl)phenoxy]phenyl]azetidin-3-yl]piperazine-1-carboxylate C(C)(C)(C)OC(=O)N1CCN(CC1)C1CN(C1)C1=CC(=CC=C1)OC1=C(C=C(C=C1)C(C)C)C=1C2=C(C(N(C1)C)=O)NC=C2.C2OCC21CC(C1)NC(CCCCCCCC)CCCCCCCC